OC=1C=C(C(=O)NNC(=O)OCC2(C(N3C(CC3S2(=O)=O)=O)C(=O)OC(C2=CC=CC=C2)C2=CC=CC=C2)C)C=CC1O benzhydryl 3-(((2-(3,4-dihydroxybenzoyl)hydrazinecarbonyl)oxy)methyl)-3-methyl-7-oxo-4-thia-1-azabicyclo[3.2.0]heptane-2-carboxylate 4,4-dioxide